[1-[4-[methyl(tetra-hydropyran-4-yl)amino]-5-oxido-6,7-dihydro-thieno[3,2-d]pyrimidin-5-ium-2-yl]azetidin-3-yl] 2-methylthiazole-5-carboxylate CC=1SC(=CN1)C(=O)OC1CN(C1)C=1N=C(C2=C(N1)CC[S+]2[O-])N(C2CCOCC2)C